C(=O)(OC(C)(C)C)N1CCNC(CC1)=O 1-Boc-1,4-diaza-5-cycloheptanone